(4-ethoxy-2-methyl-phenyl)boronic acid C(C)OC1=CC(=C(C=C1)B(O)O)C